NC1CCC(CC1)NC1=CC=C(C=N1)CCC=1C=CC(=NC1OC)C=1C(=C(C=CC1)S(=O)(=O)N)Cl (5-(2-(6-(((1r,4r)-4-aminocyclohexyl)amino)pyridin-3-yl)ethyl)-6-methoxypyridin-2-yl)-2-chlorobenzenesulfonamide